N-(1-(tert-butyl)-5-(3-(((4-cyclopropylisothiazol-3-yl)oxy)methyl)cyclobutyl)-1H-pyrazol-3-yl)-2-(3-methylisoxazol-5-yl)acetamide C(C)(C)(C)N1N=C(C=C1C1CC(C1)COC1=NSC=C1C1CC1)NC(CC1=CC(=NO1)C)=O